7-(2-amino-1H-benzimidazol-2-yl)-N-(6-methoxy-1,2,3,4-tetrahydroisoquinolin-7-yl)quinazolin-2-amine NC1(NC2=C(N1)C=CC=C2)C2=CC=C1C=NC(=NC1=C2)NC2=C(C=C1CCNCC1=C2)OC